O=C1C=C(N=C2N1C=CC=C2)C(=O)NCC2=CC=C1C=C(NC1=C2)CN2[C@H](CC(CC2)(C)C)C (S)-4-oxo-N-((2-((2,4,4-trimethylpiperidin-1-yl)methyl)-1H-indol-6-yl)methyl)-4H-pyrido[1,2-a]pyrimidine-2-carboxamide